methyl (E)-1-(4-((tert-butoxycarbonyl)amino)but-2-en-1-yl)-2-(1-ethyl-3-methyl-1H-pyrazole-5-carboxamido)-7-methoxy-1H-benzo[d]imidazole-5-carboxylate C(C)(C)(C)OC(=O)NC/C=C/CN1C(=NC2=C1C(=CC(=C2)C(=O)OC)OC)NC(=O)C2=CC(=NN2CC)C